(bromomethyl)pyrimidine-2-carboxylic acid methyl ester COC(=O)C1=NC=CC(=N1)CBr